tert-butyl ((4S,5S)-4-ethyl-5-(hydroxymethyl)-2-oxopyrrolidin-3-yl)carbamate C(C)[C@@H]1C(C(N[C@@H]1CO)=O)NC(OC(C)(C)C)=O